ClC1=C(CN2C3=C(SCC2=O)C=CC(=C3)C=3NC(=CN3)C3=CC=CC=C3)C(=CC=C1)F 4-(2-chloro-6-fluorobenzyl)-6-(5-phenyl-1H-imidazol-2-yl)-2H-benzo[b][1,4]thiazin-3(4H)-one